2,2-diethyl-6-[3-(3-hydroxyphenyl)-1,2,4-oxadiazol-5-yl]chroman-4-one C(C)C1(OC2=CC=C(C=C2C(C1)=O)C1=NC(=NO1)C1=CC(=CC=C1)O)CC